2-(((2-((S)-cyclohexyl(1-methyl-1H-pyrazole-5-carboxamido)methyl) imidazo[1,2-b]pyridazin-7-yl)methyl)carbamoyl)-3-(trifluoromethyl)piperidine-1-carboxylate C1(CCCCC1)[C@@H](C=1N=C2N(N=CC(=C2)CNC(=O)C2N(CCCC2C(F)(F)F)C(=O)[O-])C1)NC(=O)C1=CC=NN1C